N-(2-((3-chloro-1-(2,6-difluorophenyl)-1,2-dihydro-6-methyl-2-oxopyridin-4-yloxy)methyl)-5-fluorobenzyl)-2-(ethylsulfonyl)acetamide ClC=1C(N(C(=CC1OCC1=C(CNC(CS(=O)(=O)CC)=O)C=C(C=C1)F)C)C1=C(C=CC=C1F)F)=O